2-((1s,4s)-4-((1H-pyrazolo[3,4-b]pyridin-5-yl)oxy)-5'-chloro-2'-oxospiro[cyclohexane-1,3'-pyrrolo[3,2-b]pyridin]-1'(2'H)-yl)acetic acid N1N=CC=2C1=NC=C(C2)OC2CCC1(C(N(C=3C1=NC(=CC3)Cl)CC(=O)O)=O)CC2